CON=C1C[C@H](N(C1)C(=O)C1=CC=C(C=C1)C1=C(C=CC=C1)C)C(=O)O 4-methoxyimino-1-[(2'-methyl-1,1'-biphenyl-4-yl)carbonyl]L-proline